C(C)(C)(C)C1=CC=C(C=C1)C1=CC=C(C2=NNN=C21)C2=CC=C(C=C2)C(C)(C)C 4,7-bis(4-tert-butylphenyl)-2H-benzo[d][1,2,3]triazole